(S)-N-(1-(2-Methyl-4-((3-methyl-[1,1'-biphenyl]-4-yl)methyl)piperazine-1-carbonyl)-1H-pyrazol-3-yl)acetamide C[C@@H]1N(CCN(C1)CC1=C(C=C(C=C1)C1=CC=CC=C1)C)C(=O)N1N=C(C=C1)NC(C)=O